6-(4,4-difluoropiperidin-1-yl)benzo[b]thiophene-2-carboxylic acid FC1(CCN(CC1)C=1C=CC2=C(SC(=C2)C(=O)O)C1)F